C1(CC1)/C=C/C=1C=C(C=CC1)[C@@H](C)NC1=NC(=NC2=CC(=C(C=C12)OC)OC)C N-[(1R)-1-{3-[(E)-2-cyclopropylethenyl]phenyl}ethyl]-6,7-dimethoxy-2-methylquinazolin-4-amine